methyl trans-4-[(6-cyano-5-fluoro-benzimidazol-1-yl)methyl]cyclohexanecarboxylate C(#N)C=1C(=CC2=C(N(C=N2)C[C@@H]2CC[C@H](CC2)C(=O)OC)C1)F